N1(CCC[C@H]2CCCC[C@H]12)C([C@@H](CCCN)N(CC1=C(C=C(C=C1)OC)OC)C1CC1)=O (2R)-1-[(4aR,8aS)-decahydroquinolin-1-yl]-5-amino-2-{cyclopropyl[(2,4-dimethoxyphenyl)methyl]amino}pentan-1-one